CC1(CN)CC=C(C=C1)C 1,4-dimethylbenzylamine